4-(4-methylpiperazin-1-yl)-6-(3-nitrostyryl)-1,3,5-triazin CN1CCN(CC1)C1=NC=NC(=N1)C=CC1=CC(=CC=C1)[N+](=O)[O-]